C(CCCCCCC)NCCCCCCCC Di-Octyl-Amine